5-(2-acetyl-2-carbo-t-butoxy-2,3-dihydro-1,3-dioxo-1h-inden-6-yloxy)-2-acetyl-2-carbo-t-butoxy-2,3-dihydro-1,3-dioxo-1h-indene C(C)(=O)C1(C(C2=CC(=CC=C2C1=O)OC=1C=C2C(C(C(C2=CC1)=O)(C(=O)OC(C)(C)C)C(C)=O)=O)=O)C(=O)OC(C)(C)C